CN1CC(OB(OC(C1)=O)[C@H]1[C@@H](C1)C(F)(F)F)=O |r| rac-6-methyl-2-[(1R*,2R*)-2-(trifluoromethyl)cyclopropyl]-1,3,6,2-dioxazaborocane-4,8-dione